(R)-4-phenyl-oxazolidinone C1(=CC=CC=C1)[C@H]1NC(OC1)=O